N1N=CC2=CC=C(C=C12)SC1=C(C(=O)NC)C=CC=C1 2-(1H-indazol-6-ylthio)-N-methylbenzamide